(2,3,4,6-tetrafluorophenyl)methylamine FC1=C(C(=CC(=C1F)F)F)CN